N-(2-(2,2-dimethylpyrrolidin-1-yl)ethyl)-6-methyl-5-((1-methyl-6-((6-morpholinopyridin-3-yl)amino)-1H-pyrazolo[3,4-d]pyrimidin-3-yl)amino)nicotinamide CC1(N(CCC1)CCNC(C1=CN=C(C(=C1)NC1=NN(C2=NC(=NC=C21)NC=2C=NC(=CC2)N2CCOCC2)C)C)=O)C